FC1=CC=C(C=C1)C=1N=C(NC1)[C@H](CCCCCC(C(C)O)=O)NC(=O)[C@H]1CC12CCN(CC2)C (1S)-N-{(1S)-1-[4-(4-Fluorophenyl)-1H-imidazol-2-yl]-8-hydroxy-7-oxononyl}-6-methyl-6-azaspiro[2.5]octan-1-carboxamid